7-amino-6-bromo-N-((1R)-1-(2-pyrimidinyl)ethyl)-N-((5-(trifluoromethyl)-2-pyrazinyl)methyl)-1,8-naphthyridine-3-carboxamide NC1=C(C=C2C=C(C=NC2=N1)C(=O)N(CC1=NC=C(N=C1)C(F)(F)F)[C@H](C)C1=NC=CC=N1)Br